2-amino-5-methoxynicotinic acid NC1=C(C(=O)O)C=C(C=N1)OC